C1(CC1)C1=C(C(=C2C(=N1)C(=CS2)C)C2=CC=C(C=C2)F)/C=C/[C@H](C[C@H](CC(=O)O)O)O (3R,5S,E)-7-(5-cyclopropyl-7-(4-fluorophenyl)-3-methylthieno[3,2-b]pyridin-6-yl)-3,5-dihydroxyhept-6-enoic acid